COC=1C=C(C=NC1)NC(=O)C1=NC=NC(=C1)C1=CC(=CC(=C1)Cl)Cl 6-(3,5-Dichloro-phenyl)-pyrimidine-4-carboxylic acid (5-methoxy-pyridin-3-yl)-amide